NCC1=C2CN3C(C=4COC(C(C4C=C3C2=NC=2C=C3OCC(C3=CC12)C)(O)CC)=O)=O 14-(aminomethyl)-5-ethyl-5-hydroxy-18-methyl-7,20-dioxa-11,24-diazahexacyclo[11.11.0.02,11.04,9.015,23.017,21]tetracosa-1(24),2,4(9),13,15(23),16,21-heptaene-6,10-dione